bromo-N-(4-fluorophenyl)-5-methyl-2-nitroaniline BrN(C1=C(C=CC(=C1)C)[N+](=O)[O-])C1=CC=C(C=C1)F